COC(C1=C(C(=C(C=C1F)C(F)(F)F)C(NCC)=O)C)=O Methyl-3-(ethylcarbamoyl)-6-fluoro-2-methyl-4-(trifluoromethyl)benzoat